CN(CCOC=1C=CC(=C(C(=O)N[C@H](C)C2=CC(=CC(=C2)C=2C=NN(C2)C)C2=NOC(=N2)C)C1)C)C (R)-5-(2-(dimethylamino)ethoxy)-2-methyl-N-(1-(3-(5-methyl-1,2,4-oxadiazol-3-yl)-5-(1-methyl-1H-pyrazol-4-yl)phenyl)ethyl)benzamide